hydroxyl-homoleucine ON[C@@H](CCC(C)C)C(=O)O